N[C@@H](CNC(C1=CC(=NC=C1)NC([C@H](C1CCC(CC1)C)NC(OCCCC)=O)=O)[2H])C(F)(F)F butyl ((1S)-2-((4-((((S)-2-amino-3,3,3-trifluoropropyl)amino)methyl-d)pyridin-2-yl)amino)-1-((1r,4S)-4-methylcyclohexyl)-2-oxoethyl)carbamate